(imino(methylthio)methyl)-2-isopropyl-4-methylbenzoic acid methyl ester COC(C1=C(C(=C(C=C1)C)C(SC)=N)C(C)C)=O